2-(Cyclohexylamino)ethanesulfonic acid C1(CCCCC1)NCCS(=O)(=O)O